(2s,3s,4r,5r)-5-(2-(5-chloropyridin-3-yl)-6-((2-fluoro-5-methylbenzyl)amino)-9H-purin-9-yl)-3,4-dihydroxy-N-methyltetrahydrofuran-2-carboxamide ClC=1C=C(C=NC1)C1=NC(=C2N=CN(C2=N1)[C@H]1[C@@H]([C@@H]([C@H](O1)C(=O)NC)O)O)NCC1=C(C=CC(=C1)C)F